C(C)C=1SC(=C2C1OCCO2)CC(CC)C2CCNCC2 4-(1-(7-ethyl-2,3-dihydrothieno[3,4-b][1,4]dioxin-5-yl)butan-2-yl)piperidine